CC1=CC=CC(=N1)C1=C(N=CN1)C=1C=C2C=C(C=NC2=CC1)NCC1CC(C1)C(=O)OC1CNC1 azetidin-3-yl (1s,3s)-3-(((6-(5-(6-methylpyridin-2-yl)-1H-imidazol-4-yl)quinolin-3-yl)amino)methyl)cyclobutane-1-carboxylate